OC1=CC=C(C=2N3C4=C(C=CC=C4C(C12)=O)C(=N3)CNCCO)O 7,10-dihydroxy-2-(2-hydroxyethylaminomethyl)-6H-pyrazolo[4,5,1-de]acridin-6-one